(Z)-3-fluoro-N'-((4-(3-hydroxyoxetan-3-yl)benzoyl)oxy)-4-(trifluoromethyl)benzimidamide FC=1C=C(/C(/N)=N/OC(C2=CC=C(C=C2)C2(COC2)O)=O)C=CC1C(F)(F)F